fluorenyl-methoxycarbonyl-6-aminocaproic acid C1(=CC=CC=2C3=CC=CC=C3CC12)C(C(=O)O)(CCCCN)C(=O)OC